Cl.Cl.N[C@H](C)[C@@H]1CC[C@H](CC1)C(=O)NC1=CC=NC=C1 (R)-(+)-trans-4-(1-aminoethyl)-N-(4-pyridinyl)cyclohexanecarboxamide dihydrochloride